CC1=CC(=NN1CC(=O)O)NC=1SC(=CN1)C(NC1=C2C=NN(C2=CC=C1C)C1OCCCC1)=O 2-[5-Methyl-3-[[5-[(5-methyl-1-tetrahydropyran-2-yl-indazol-4-yl)carbamoyl]thiazol-2-yl]amino]pyrazol-1-yl]acetic acid